ClC1=CC(=NC=C1C(=O)NC1=CC=C(CCNC(OC(C)(C)C)=O)C=C1)Cl tert-butyl 4-(4,6-dichloronicotinamido)phenethylcarbamate